C(C1=CC=CC=C1)N1CCC(CC1)NC(CCCCBr)=O N-(1-benzylpiperidin-4-yl)-5-bromopentanamide